N[C@@H](C(=O)N[C@H](C(=O)N[C@@H](CCCCN)C1=NC(=NO1)CC1=CC=CC=C1)CC1=C(C=C(C=C1C)O)C)CCNC(=N)N (R)-2-amino-N-((S)-1-(((S)-5-amino-1-(3-benzyl-1,2,4-oxadiazol-5-yl)pentyl)amino)-3-(4-hydroxy-2,6-dimethylphenyl)-1-oxopropan-2-yl)-4-guanidinobutyramide